racemic-N-Boc-alanine C(=O)(OC(C)(C)C)N[C@@H](C)C(=O)O |r|